5-(4-Fluorophenyl)-8-hydroxy-2-methyl-7-(trifluoromethyl)-3-(3,3,3-trifluoropropyl)-2,3,4,5-tetrahydro-1lambda6,2,5-benzothiadiazepine-1,1-dione FC1=CC=C(C=C1)N1CC(N(S(C2=C1C=C(C(=C2)O)C(F)(F)F)(=O)=O)C)CCC(F)(F)F